FC(OC=1C(=CC(=C(C1)N(C)CCN(C)C)[N+](=O)[O-])N)F 5-(difluoromethoxy)-N1-(2-(dimethylamino)ethyl)-N1-Methyl-2-nitrobenzene-1,4-diamine